FC1=C(C=CC(=C1)OC(F)(F)F)C1(CC1)C(=O)NC=1C=CC(=C(C(=O)O)C1)C=1C=NN(C1)C(C)C 5-[({1-[2-Fluoro-4-(trifluoromethoxy)phenyl]cyclopropyl}carbonyl)amino]-2-[1-(propan-2-yl)-1H-pyrazol-4-yl]benzoic acid